((1,4-dioxan-2-yl)methyl)amino-3-nitrobenzenesulfonamide O1C(COCC1)CNC1=C(C=CC=C1[N+](=O)[O-])S(=O)(=O)N